2,3-diacetyloxy-6-methyl-4H-pyran-4-one C(C)(=O)OC=1OC(=CC(C1OC(C)=O)=O)C